N-pyrenyl-maleimide C1(=CC=C2C=CC3=CC=CC4=CC=C1C2=C34)N3C(C=CC3=O)=O